5-[2-(2-carboxyethyl)-3-[6-(4-methoxyphenyl)-5E-hexenyl]oxyphenoxy]-pentanoic acid C(=O)(O)CCC1=C(OCCCCC(=O)O)C=CC=C1OC=CCCCCC1=CC=C(C=C1)OC